4,6-difluoro-5-iodo-1-(2,2,2-trifluoroethyl)-1,3-benzodiazole FC1=C(C(=CC=2N(C=NC21)CC(F)(F)F)F)I